N\C\1=C(\C(C2=CNC=3C=CC=C(C23)O1)C1=CC(=CC=C1)[N+](=O)[O-])/C#N (E)-2-amino-4-(3-nitrophenyl)-4,6-dihydrooxepino[4,3,2-cd]indole-3-carbonitrile